ClC1=C(C=C(OCC(=O)N[C@@H]2CC[C@H](NC2)C(=O)NC2=CC=C(C=C2)Cl)C=C1)F (2s,5r)-5-[2-(4-chloro-3-fluorophenoxy)acetamido]-N-(4-chlorophenyl)piperidine-2-carboxamide